2-((2S)-2-((1,1-difluoropropoxy)methyl)-4-(4-(trifluoromethyl)phenyl)pyrrolidin-1-yl)pyrimidine-5-carboxylic acid FC(CC)(OC[C@H]1N(CC(C1)C1=CC=C(C=C1)C(F)(F)F)C1=NC=C(C=N1)C(=O)O)F